ClC1=CC=CC=2CC(C12)=C1N=C(OC1=O)C=1C(=NOC1)C 4-{5-Chlorobicyclo[4.2.0]octa-1(6),2,4-trien-7-ylidene}-2-(3-methylisoxazol-4-yl)-4,5-dihydro-1,3-oxazol-5-one